C(C)N(CCC1=CNC2=NC=CC(=C21)OC)CC N,N-diethyl-2-(4-methoxy-1H-pyrrolo[2,3-B]pyridin-3-yl)ethan-1-amine